(R)-2-fluoro-N-(6-fluoroisoquinolin-1-yl)-4-((4-(piperidin-1-yl)pyrimidin-2-yl)amino)-N-(piperidin-3-yl)benzamide FC1=C(C(=O)N([C@H]2CNCCC2)C2=NC=CC3=CC(=CC=C23)F)C=CC(=C1)NC1=NC=CC(=N1)N1CCCCC1